NC=1C(=NC2=C(C(=C(C=C2C1)C)Br)F)SC 3-amino-7-bromo-8-fluoro-6-methyl-2-(methylthio)quinolin